C1(CCCCC1)N1C=NC(=C1C1=NC(=NC=C1)N[C@H](C)C1CCCCC1)C1=CC=C(C=C1)F (R)-4-(1-cyclohexyl-4-(4-fluorophenyl)-1H-imidazol-5-yl)-N-(1-cyclohexylethyl)pyrimidin-2-amine